NCC(=O)NCC(=O)NCCNC(=O)C1=C(C(=C(S1)NC(C(CC)C1=CC=C(C=C1)F)=O)C(=O)OC)C methyl 5-((2-(2-(2-aminoacetamido)acetamido)ethyl)carbamoyl)-2-(2-(4-fluorophenyl)butanamido)-4-methylthiophene-3-carboxylate